N-(6-(2-(((1r,4r)-4-aminocyclohexyl)amino)-8-ethylquinazolin-6-yl)-5-methyl-pyridazin-3-yl)-2-chlorobenzene-sulfonamide NC1CCC(CC1)NC1=NC2=C(C=C(C=C2C=N1)C1=C(C=C(N=N1)NS(=O)(=O)C1=C(C=CC=C1)Cl)C)CC